(R)-4-((1R,3s,5S,6R)-6-(1-isopropyl-3-(5-(trifluoromethyl)pyridin-3-yl)-1H-1,2,4-triazol-5-yl)bicyclo[3.1.0]hexane-3-yl)-2-methylmorpholine C(C)(C)N1N=C(N=C1C1[C@H]2CC(C[C@@H]12)N1C[C@H](OCC1)C)C=1C=NC=C(C1)C(F)(F)F